2-(2-(2-aminoethoxy)ethoxy)ethylcarbamic acid tert-butyl ester C(C)(C)(C)OC(NCCOCCOCCN)=O